COC(C(CCCC)OC=1C=CC2=C(N(C(S2)=O)C2=C(C=C(C=C2)C(F)(F)F)Cl)C1)=O (3-(2-chloro-4-(trifluoromethyl)phenyl)-2-oxo-2,3-dihydrobenzothiazol-5-yloxy)hexanoic acid methyl ester